C1(CC=CCC1)COCC1(COC1)COCC1CC=CCC1 3,3-bis[(3-cyclohexen-1-ylmethoxy)methyl]oxetan